[Cl-].NC1=C(C=C(C=N1)C1=NN2C(=C1)[C@@]1(C[NH2+]CC1)OCC2)C(F)(F)F (3'R)-2-[6-Amino-5-(trifluoromethyl)pyridin-3-yl]-6,7-dihydrospiro[pyrazolo[5,1-c][1,4]oxazine-4,3'-pyrrolidin[1]ium] chloride